FC(C(OCCOCCF)F)(F)F 1,1,1,2-tetrafluoro-2-(2-(2-fluoroethoxy)ethoxy)ethane